BrC=1C=C(C=CC1)C(CCC)NC 1-(3-bromophenyl)-N-methylbutan-1-amine